C1(CC1)CN1C(=CC=2C1=NC(=CC2)[C@@H](C)NC(C2=CC=CC=C2)=O)C=2N=C1N(C(=CC(=C1)C(=O)O)OC)C2C 2-[1-(cyclopropylmethyl)-6-[(1R)-1-benzamidoethyl]pyrrolo[2,3-b]pyridin-2-yl]-5-methoxy-3-methyl-imidazo[1,2-a]pyridine-7-carboxylic acid